(1S,4s)-4-(8-(2-chloro-6-fluorophenylamino)-2-((1R,3S)-3-hydroxycycloheptylamino)-9H-purin-9-yl)cyclohexanecarboxamide ClC1=C(C(=CC=C1)F)NC=1N(C2=NC(=NC=C2N1)N[C@H]1C[C@H](CCCC1)O)C1CCC(CC1)C(=O)N